phenyl-methyl-diazomethyl-acetamide C1(=CC=CC=C1)C(C(=O)N)(C=[N+]=[N-])C